CN(C)CC1(CCC1)C(=O)N1CCCCC1 1-(1-((dimethylamino)methyl)cyclobutane-1-carbonyl)piperidin